acryloyloxyheptadecyl-diiodomethylsilane C(C=C)(=O)OCCCCCCCCCCCCCCCCC[SiH2]C(I)I